CN1N=CC2=CC=C(C=C12)C#CC=1C=C(OC2=C(N=NN2)C(=O)O)C=CC1 5-(3-(2-(1-Methyl-1H-indazol-6-yl)ethynyl)phenoxy)-1H-1,2,3-triazole-4-carboxylic acid